ClC1=C(C=C(C=C1)CO)C=1C=C2C(=NN(C2=CC1)C(C1=CC=CC=C1)(C1=CC=CC=C1)C1=CC=CC=C1)NC(=O)C1CCN(CC1)C N-{5-[2-chloro-5-(hydroxymethyl)phenyl]-1-trityl-1H-indazol-3-yl}-1-methylpiperidine-4-carboxamide